6-cyanopyridine (R)-cyclopropyl-2-(((benzyloxy)carbonyl)amino)-3-(3-(4-chloro-1-ethyl-1H-pyrazol-5-yl)-5-fluorobenzamido)propanoate C1(CC1)OC([C@@H](CNC(C1=CC(=CC(=C1)F)C1=C(C=NN1CC)Cl)=O)NC(=O)OCC1=CC=CC=C1)=O.C(#N)C1=CC=CC=N1